(S)-quinuclidin-3-yl (7-(2-chloro-5-(trifluoromethyl)phenyl)-3,3-dimethylchroman-4-yl)carbamate ClC1=C(C=C(C=C1)C(F)(F)F)C1=CC=C2C(C(COC2=C1)(C)C)NC(O[C@@H]1CN2CCC1CC2)=O